FC=1C=C(CN2C(=NC3=C2C=CC=C3)C3CCN(CC3)C(=O)C3=C2C=NN(C2=CC=C3)C3=CC(=CC=C3)F)C=CC1 (4-(1-(3-fluorobenzyl)-1H-benzo[d]imidazol-2-yl)piperidin-1-yl)(1-(3-fluorophenyl)-1H-indazol-4-yl)methanone